Cl.FC(C1=CC=C(C=C1)N=S1C=NC(=C1)C1=C(C=C(C=C1)F)F)(F)F (4-trifluoromethylphenylimino)-4-(2,4-difluorophenyl)thiazole hydrochloride